[Na].C(C)(C)(C1=CC=CC=C1)C1=CC=C(C=C1)O para-cumyl-phenol sodium salt